C(CCCCCCCCCCCCCCCCC)C(C1=CC(=C(C(=C1)C(C)(C)C)O)C(C)(C)C)P([O-])([O-])=O octadecyl-3,5-di-tert-butyl-4-hydroxybenzylphosphonate